N-[4-(dimethylamino)cyclohexyl]-5-[4-(prop-2-enoylamino)-2-pyridyl]-1H-indazole-3-carboxamide CN(C1CCC(CC1)NC(=O)C1=NNC2=CC=C(C=C12)C1=NC=CC(=C1)NC(C=C)=O)C